COC(=O)C=1N(C=C(C1C1=CC=CC=C1)C1=C(C(=CC=C1)OC)Cl)N 1-amino-4-(2-chloro-3-methoxyphenyl)-3-phenyl-1H-pyrrole-2-carboxylic acid methyl ester